N-[2-(3-chlorophenyl)-1-methoxypropan-2-yl]-4-[(2-imino-4-methyl-2,3-dihydro-1,3-oxazol-3-yl)methyl]-1H-1,3-benzodiazol-2-amine ClC=1C=C(C=CC1)C(COC)(C)NC1=NC2=C(N1)C=CC=C2CN2C(OC=C2C)=N